FC(C(=O)N1CCNCC1)=C 1-(2-fluoroprop-2-enoyl)piperazin